C(CCC)C(CC)CCC=C 3-butyl-6-heptene